(3S)-5-chloro-7-(chlorosulfonyl)-2,3-dihydro-1-benzofuran-3-yl acetate C(C)(=O)O[C@@H]1COC2=C1C=C(C=C2S(=O)(=O)Cl)Cl